2-acetamido-3-oxo-3-(4-phenoxyphenyl)propionic acid trifluoromethyl ester FC(F)(F)OC(C(C(C1=CC=C(C=C1)OC1=CC=CC=C1)=O)NC(C)=O)=O